C(=O)C1=C2C(C(=NN(C2=CC=C1)C1=CC=C(C=C1)OC(F)(F)F)C(=O)OCC)=O ethyl 5-formyl-4-oxo-1-[4-(trifluoromethoxy)phenyl]cinnoline-3-carboxylate